FC1=C(C(=C2C=CNC2=C1F)S(=O)(=O)C)OC=1C=CC(=C(C1)C=1NC=C(N1)[C@]1(CCOC2=C(C=CC=C12)[C@H]1[C@H](C1)C(=O)O)C)F (1S,2R)-2-[(4S)-4-[2-[5-[(6,7-difluoro-4-methylsulfonyl-1H-indol-5-yl)oxy]-2-fluoro-phenyl]-1H-imidazol-4-yl]-4-methyl-chroman-8-yl]cyclopropanecarboxylic acid